C(C)(CC)NCC(=O)NCC1=C(C(=CC=C1)Cl)F 2-(sec-butylamino)-N-(3-chloro-2-fluorophenylmethyl)acetamide